CN(C)C[C@@H]1CCN2C=C(C3=CC=CC=C32)C4=C(C5=CN(CCO1)C6=CC=CC=C65)C(=O)NC4=O (9S)-9-[(Dimethylamino)methyl]-6,7,10,11-tetrahydro-9H,18H-5,21:12,17-di(metheno)dibenzo[e,k]pyrrolo[3,4-h][1,4,13]oxadiazacyclohexadecine-18,20(19H)-dione